F[P-](F)(F)(F)(F)F.CN(C)C(=[N+](C)C)N1N=[N+](C2=NC=CC=C21)[O-] N-[(dimethylamino)(3-oxido-1H-[1,2,3]triazolo[4,5-b]pyridin-1-yl)methylene]-N-methylmethanaminium hexafluorophosphate